6-hydroxy-8-(4-methylbenzoyl)-6-phenyl-1,2,3,4-tetrahydropyrrolo[1,2-a]pyrimidine OC1(CC(=C2N1CCCN2)C(C2=CC=C(C=C2)C)=O)C2=CC=CC=C2